8-(6-{[3-(2-Oxo-1-pyrrolidinyl)propyl](3,4-difluorophenyl)carbonylamino}-3-pyridyl)-3-(2-methoxyethyl)-1-propylxanthine O=C1N(CCC1)CCCN(C1=CC=C(C=N1)C1=NC=2N(C(N(C(C2N1)=O)CCC)=O)CCOC)C(=O)C1=CC(=C(C=C1)F)F